5-[5-fluoro-1-(4-fluoro-3-methyl-phenyl)-2-isopropyl-indol-3-yl]-1,3,4-oxadiazole-2-carboxylic acid FC=1C=C2C(=C(N(C2=CC1)C1=CC(=C(C=C1)F)C)C(C)C)C1=NN=C(O1)C(=O)O